N1(C=NC=C1)C1=CC=C(OC2CCNCC2)C=C1 4-[4-(1H-imidazol-1-yl)phenoxy]piperidine